C1(CC1)C=1C(=NON1)C(=O)O 4-cyclopropyl-1,2,5-oxadiazole-3-carboxylic acid